CN1CCN(CC1)S(=O)(=O)C1=CC(=CC=C1)[N+](=O)[O-] 1-methyl-4-((3-nitrophenyl)sulfonyl)piperazine